ClC=1NC(N=CN1)(C1=CC=CC=C1)Cl 2,6-dichloro-6-phenyl-1,3,5-triazine